C(C)(=O)N1CCN(CC1)C=1C(=CC2=C(C(C=3NC4=CC(=CC=C4C3C2=O)C#N)(C)C)C1)CC 8-(4-Acetyl-piperazin-1-yl)-9-ethyl-6,6-dimethyl-11-oxo-6,11-dihydro-5H-benzo[b]carbazole-3-carbonitrile